N-(5-bromo-4-(2-(dimethylamino)ethoxy)pyridin-2-yl)-2-(2-cyclopropyl-4-(5-methyl-1,2,4-oxadiazol-3-yl)phenyl)pyrimidine-5-carboxamide BrC=1C(=CC(=NC1)NC(=O)C=1C=NC(=NC1)C1=C(C=C(C=C1)C1=NOC(=N1)C)C1CC1)OCCN(C)C